2-((cyclobutenylamino)oxy)-2-methylpropanoic acid C1(=CCC1)NOC(C(=O)O)(C)C